5-chloro-7-oxo-7,8-dihydro-6H-spiro[[1,3]oxazolo[5,4-f]quinazoline-9,1'-cyclohexane] ClC=1C=C2C(=C3C1NC(NC31CCCCC1)=O)OC=N2